OC(=O)C(F)(F)F.C(C1=CC=CC=C1)N benzylamine TFA salt